ClC1=C(C=C(C=C1)NC1=C(C(C1=O)=O)NC1=CC=C(OC2=CC(=NC=C2)C(=O)NC)C=C1)C(F)(F)F (l)-4-(4-(2-(4-chloro-3-(trifluoromethyl)phenylamino)-3,4-dioxocyclobut-1-enylamino)phenoxy)-N-methylpyridine-2-carboxamide